FCCCCCCCC=CCCCCCCCCF 1,17-difluoro-8-heptadecene